5-(2-hydroxypropan-2-yl)-2-propyl-3-[[4-[2-(2H-tetrazol-5-yl)phenyl]phenyl]methyl]imidazole-4-carboxylic acid OC(C)(C)C1=C(N(C(=N1)CCC)CC1=CC=C(C=C1)C1=C(C=CC=C1)C=1N=NNN1)C(=O)O